[Re].C(#N)C1=CC=2N(N=C1)C(=CC2)C2=CC(=C(C=N2)C2=NN=C(S2)C2CCC(CC2)NC(=O)C2CC2)NC2COC2 N-((1s,4s)-4-(5-(6-(3-cyanopyrrolo[1,2-b]pyridazin-7-yl)-4-(oxetan-3-ylamino)pyridin-3-yl)-1,3,4-thiadiazol-2-yl)cyclohexyl)cyclopropanecarboxamide rhenium